(2,4-bis[N-(1,2,2,6,6-pentamethylpiperidin-4-yl)butylamino]-1,3,5-triazin-6-yl)-1,5,8,12-tetraazadodecane CN1C(CC(CC1(C)C)CCCCNC1=NC(=NC(=N1)NCCCCC1CC(N(C(C1)(C)C)C)(C)C)NCCCNCCNCCCN)(C)C